C(C)(C)(C)[Si](C)(C)OCCC=C t-butyl-(but-3-en-1-yloxy)dimethylsilane